1-(5-chloropyridin-3-yl)-3-methyl-1H-benzo[g]indazol-5-ol ClC=1C=C(C=NC1)N1N=C(C2=CC(=C3C(=C12)C=CC=C3)O)C